NC1=NC2=CC=C(C=C2C=C1C)C(=O)N([C@H](C)C1=NC=CC=C1F)CC1=NC=C(C=C1)Br (R)-2-amino-N-((5-bromopyridin-2-yl)methyl)-N-(1-(3-fluoropyridin-2-yl)ethyl)-3-methylquinoline-6-carboxamide